(R)-4-(4,7-bis(2-(tert-butoxy)-2-oxoethyl)-1,4,7-triazonan-1-yl)-5-(tert-butoxy)-5-oxopentanoic acid C(C)(C)(C)OC(CN1CCN(CCN(CC1)CC(OC(C)(C)C)=O)[C@H](CCC(=O)O)C(=O)OC(C)(C)C)=O